N12[C@@H](CC(CC1)CC2)C=2NC(C1=C(N2)C=C(S1)C=1C=NNC1C)=O 2-[(2S)-1-azabicyclo[2.2.2]oct-2-yl]-6-(5-methyl-1H-pyrazol-4-yl)thieno[3,2-d]pyrimidin-4(3H)-one